(2R,5S)-5-[2-(4-chloro-3-fluoro-phenoxy)acetamido]-N-[(1R,3R)-3-(trifluoro-methoxy)cyclopentyl]piperidine ClC1=C(C=C(OCC(=O)N[C@H]2CCCN(C2)[C@H]2C[C@@H](CC2)OC(F)(F)F)C=C1)F